4-((4-(2-Aminobenzo[d]thiazol-6-yl)-1H-1,2,3-triazol-1-yl)methyl)-2-chloro-N'-(2,2-difluoroacetyl)benzoyl-hydrazine NC=1SC2=C(N1)C=CC(=C2)C=2N=NN(C2)CC2=CC(=C(C(=O)NNC(C(F)F)=O)C=C2)Cl